bicyclo[6.1.0]non-4-yn C12CCC#CCCC2C1